N1C=C(C2=CC=CC=C12)C[C@@H](C(NCC[N+](C)(C)C)=O)NC(=O)C1(CC2=CC=CC=C2C1)CC(=O)[O-] (2-{[(1S)-2-(1H-indol-3-yl)-1-{[2-(trimethylammonio)ethyl]carbamoyl}ethyl]carbamoyl}-1,3-dihydroinden-2-yl)acetate